5-(5-(2,5-dihydrofuran-3-yl)pyrimidin-2-yl)-7-methyl-7H-pyrrolo-[2,3-d]pyrimidin-4-amine O1CC(=CC1)C=1C=NC(=NC1)C1=CN(C=2N=CN=C(C21)N)C